O1CCC(CC1)N1C[C@@H](CCC1)NC=1N=NC(=C2C1C=NC=C2)C2=C(C=C(C=C2)C(F)(F)F)O 2-(4-{[(3R)-1-(oxan-4-yl)piperidin-3-yl]amino}pyrido[3,4-d]pyridazin-1-yl)-5-(trifluoromethyl)phenol